ClC=1C(=NC=C(C1)C(F)(F)F)O[C@H]1CNCC1 (R)-3-chloro-2-(pyrrolidin-3-yloxy)-5-(trifluoromethyl)pyridine